4-((3-chloro-4-(3-hydroxyphenoxy)phenyl)amino)-7-fluoro-1H-indole-2-carboxylic acid ethyl ester C(C)OC(=O)C=1NC2=C(C=CC(=C2C1)NC1=CC(=C(C=C1)OC1=CC(=CC=C1)O)Cl)F